4H-pyrrolo[1,2-c][1,2,3]triazole N1=NC=C2N1C=CC2